ClC=1C=NC=CC1C1(CC1)C(=O)O 1-(3-chloropyridin-4-yl)cyclopropane-1-carboxylic acid